3-[5-[4-(azetidin-3-yloxymethyl)-1-piperidyl]-3-methyl-2-oxo-benzimidazol-1-yl]piperidine-2,6-dione N1CC(C1)OCC1CCN(CC1)C1=CC2=C(N(C(N2C)=O)C2C(NC(CC2)=O)=O)C=C1